FC1=C(C=CC(=C1)OC1=CC(=NC=C1)N1CC(C1)(C)OC)NC(OCCCC)=O Butyl N-[2-fluoro-4-[[2-(3-methoxy-3-methyl-azetidin-1-yl)-4-pyridyl]oxy]phenyl]carbamate